BrC1=NN2C(C(N(CC2)C2=C(C=C(C=C2)C2=NC3=CC=C(C=C3C=N2)C(F)(F)F)C)=O)=C1C 2-bromo-3-methyl-5-(2-methyl-4-(6-(trifluoromethyl)quinazolin-2-yl)phenyl)-6,7-dihydropyrazolo-[1,5-a]pyrazin-4(5H)-one